COC1=C(C(=CC(=C1)\C=C\C1=CC=C(C=C1)OC)S(=O)(=O)C=C)O (E)-2-methoxy-4-(4-methoxystyryl)-6-(vinylsulfonyl)phenol